N-(4-chlorophenyl)thiobenzamide ClC1=CC=C(C=C1)NC(C1=CC=CC=C1)=S